(2R,3R,4R,5R)-5-(6-benzamido-9H-purin-9-yl)-2-((bis(4-methoxyphenyl) (phenyl) methoxy)methyl)-4-fluorotetrahydrofuran-3-yl(2-cyanoethyl) diisopropylphosphoramidite C(C)(C)N(P(OCC(C#N)[C@@H]1[C@@H](O[C@H]([C@@H]1F)N1C2=NC=NC(=C2N=C1)NC(C1=CC=CC=C1)=O)COC(C1=CC=CC=C1)(C1=CC=C(C=C1)OC)C1=CC=C(C=C1)OC)[O-])C(C)C